C[C@](CC)(CCC)OC=1C(=C(C=C(C1)CCC)O)C(=C)C 3-[(3S)-3-Methylhexan-3-yl]oxy-2-prop-1-en-2-yl-5-propylphenol